O1CCC(C2=CC=CC=C12)C(=O)N1CC(N(C(C1)=O)C1CC2(C1)CCN(CC2)C(=O)OC(C)(C)C)C2=C(C=CC=C2)C(C)C tert-butyl 2-(4-(chroman-4-carbonyl)-2-(2-isopropylphenyl)-6-oxopiperazin-1-yl)-7-azaspiro[3.5]nonane-7-carboxylate